C1(=CCCC1)C1=C2C=NN(C2=C(C(=C1)O)C#N)CC1=CC=C(C=C1)OC 4-(cyclopent-1-en-1-yl)-6-hydroxy-1-[(4-methoxyphenyl)methyl]-1H-indazole-7-carbonitrile